CC1=C(CNC(=O)C2=CN=C(S2)N2CCC(CC2)N2C[C@@H](CCC2)C)C=CC=C1 N-(2-methylbenzyl)-2-[(3R)-3-methyl-[1,4'-bipiperidine]-1'-yl]-1,3-thiazole-5-carboxamide